(S)-N-(3-(2-(2,5-dihydro-1H-pyrrol-3-yl)-6-morpholinopyridin-4-yl)-4-methylphenyl)-3-(2,2,2-trifluoroethyl)pyrrolidine-1-carboxamide 2,2,2-trifluoroacetate FC(C(=O)O)(F)F.N1CC(=CC1)C1=NC(=CC(=C1)C=1C=C(C=CC1C)NC(=O)N1C[C@@H](CC1)CC(F)(F)F)N1CCOCC1